Butan-2,3-diol CC(C(C)O)O